CN1N=C(C2=CC=CC=C12)C(=O)OC 1-methyl-3-methoxycarbonyl-indazole